3-methoxy-6'-methyl-(2,4'-bipyridine)-3'-carboxylic acid COC=1C(=NC=CC1)C1=C(C=NC(=C1)C)C(=O)O